2-hydroxy-N-(4-(5,7-dimethoxy-4-oxo-3,4-dihydroquinazolin-2-yl)phenyl)-acetamide OCC(=O)NC1=CC=C(C=C1)C1=NC2=CC(=CC(=C2C(N1)=O)OC)OC